[Sb](Br)(Br)Br antimony(III) bromide